BrC=1C=C(C(=NC1)C(=O)N)C 5-bromo-3-methylpicolinamide